NC1=NN2C(C=C(C=C2)C2=CC=C(C=C2)CC(=O)NC2=CC=C(C=C2)N2CC(C2)(F)F)=N1 2-[4-(2-Amino-[1,2,4]triazolo[1,5-a]pyridin-7-yl)phenyl]-N-[4-(3,3-difluoroazetidin-1-yl)phenyl]acetamide